C1(CC1)CCNC1=NC(=NC=C1C)NC1=CC2=C(B(OC2)O)C=C1 5-((4-((2-cyclopropylethyl)amino)-5-methylpyrimidin-2-yl)amino)benzo[c][1,2]oxaborole-1(3H)-ol